2-(5-Fluoropyridin-3-yl)benzenesulfonamide FC=1C=C(C=NC1)C1=C(C=CC=C1)S(=O)(=O)N